NC=1C(=C(C=C2C=C(N=CC12)NC(OC1CC(C1)C(F)F)=O)C1=C(C2=C(OCCN2)N=C1)C)F 3-(Difluoromethyl)cyclobutyl (8-amino-7-fluoro-6-(8-methyl-2,3-dihydro-1H-pyrido[2,3-b][1,4]oxazin-7-yl)isoquinolin-3-yl)carbamate